3-(4-cyanopyrazol-1-yl)azetidine-1-carboxylic acid tert-butyl ester C(C)(C)(C)OC(=O)N1CC(C1)N1N=CC(=C1)C#N